N-(4-(2-(2,6-Dioxopiperidin-3-yl)-1-oxoisoindolin-4-yl)but-3-yn-1-yl)-5-(8-((R)-4-methyl-2-oxo-2,3,4,5-tetrahydro-1H-benzo[b][1,4]diazepin-6-yl)isoquinolin-3-yl)picolinamide O=C1NC(CCC1N1C(C2=CC=CC(=C2C1)C#CCCNC(C1=NC=C(C=C1)C=1N=CC2=C(C=CC=C2C1)C1=CC=CC=2NC(C[C@H](NC21)C)=O)=O)=O)=O